N1N=NN=C1C(=O)[O-] tetrazolate